BrC=1C=C2C(=NC1F)NC=C2F 5-bromo-3,6-difluoro-1H-pyrrolo[2,3-b]pyridine